2-(((((9H-fluoren-9-yl)methoxy)carbonyl)amino)-3-(phenylsulfanyl)propyl)pyrrolidine-1-carboxylic acid tert-butyl ester C(C)(C)(C)OC(=O)N1C(CCC1)CCC(SC1=CC=CC=C1)NC(=O)OCC1C2=CC=CC=C2C=2C=CC=CC12